NC1=NN2C(C3=C(C(=CC=C3C(=C2C(=O)OC)OCC2=CC=CC=C2)Cl)OC2=CC=CC=C2)=N1 methyl 2-amino-6-(benzyloxy)-9-chloro-10-phenoxy-[1,2,4]triazolo[5,1-a]isoquinoline-5-carboxylate